ethyl 1-aminocyclopropanecarboxylate hydrochloride Cl.NC1(CC1)C(=O)OCC